C(C)(C)N1C(N(C=2N=NC=3C=CC(=CC3C21)C=2C=CC(=NC2)[C@@H](C)OCC(=O)O)C)=O (R)-2-(1-(5-(1-isopropyl-3-methyl-2-oxo-2,3-dihydro-1H-imidazo[4,5-c]cinnolin-8-yl)pyridin-2-yl)ethoxy)acetic acid